C(C)OC(C(=NO)C#N)=O Cyano-hydroxyimino-acetic acid ethyl ester